N-(4-ethynylphenyl)-4-methylthiazole-5-carboxamide C(#C)C1=CC=C(C=C1)NC(=O)C1=C(N=CS1)C